tert-Butyl ((1r,4r)-4-(((benzyloxy)carbonyl)amino)cyclohexyl)(oxetan-3-yl)carbamate C(C1=CC=CC=C1)OC(=O)NC1CCC(CC1)N(C(OC(C)(C)C)=O)C1COC1